3-[5-(1,4-dioxaspiro[4.5]decan-8-yl)-3-methyl-2-oxo-benzimidazol-1-yl]piperidine-2,6-dione O1CCOC12CCC(CC2)C2=CC1=C(N(C(N1C)=O)C1C(NC(CC1)=O)=O)C=C2